tert-butyl (R)-(1-(2-(1-(cyclopropylmethyl)-6-(methylsulfonamido)-1H-pyrrolo[2,3-b]pyridin-2-yl)-7-methoxy-1-methyl-1H-benzo[d]imidazole-5-carbonyl)piperidin-3-yl)carbamate C1(CC1)CN1C(=CC=2C1=NC(=CC2)NS(=O)(=O)C)C2=NC1=C(N2C)C(=CC(=C1)C(=O)N1C[C@@H](CCC1)NC(OC(C)(C)C)=O)OC